C[Bi](S[Bi](C)(C)(C)S[Bi](C)(C)(C)C)(C)(C)C bis(tetramethyl-λ5-bismuthanylsulfanyl)(trimethyl)-λ5-bismuthane